tris-hydroxypropylamine OCCCN(CCCO)CCCO